3-bromo-5-nitropyridin BrC=1C=NC=C(C1)[N+](=O)[O-]